ClC1=CC(=NC=2N1N=CC2)C 7-chloro-5-methylpyrazolo[1,5-a]pyrimidine